iridium-indium [In].[Ir]